tert-butyl 2-octyl-1H-indole-1-carboxylate C(CCCCCCC)C=1N(C2=CC=CC=C2C1)C(=O)OC(C)(C)C